O(C1=C(C(=C(C(=C1[2H])[2H])[2H])[2H])[2H])CC(=O)O [2H5]-phenoxyacetic acid